C(C)(C)(C)C1=CC=C(C=C1)NC1=C(C=CC=C1)CC 2-(2-((4-(tertiary butyl)phenyl)amino)phenyl)ethane